tert-butyl 4-(7-amino-2-methyl-indazol-4-yl)piperazine-1-carboxylate NC1=CC=C(C2=CN(N=C12)C)N1CCN(CC1)C(=O)OC(C)(C)C